C[C@H](CC1=CN=CN1)N (R)-(-)-α-methylhistamine